γ-mercaptopropylethyldipropoxysilane SCCC[Si](OCCC)(OCCC)CC